ClC=1C=CC2=C(COB2O)C1 5-chloro-1,3-dihydro-1-hydroxy-2,1-benzoxaborole